FC(C(=O)O)(F)F.FC(C(=O)O)(F)F.NC[C@@H](CN(C=1C=CC(=C(C(=O)N[C@H](C)C2=CC=CC3=CC=CC=C23)C1)C)C)N(C)C 5-(((S)-3-amino-2-(dimethylamino)propyl)(methyl)amino)-2-methyl-N-((R)-1-(naphthalen-1-yl)ethyl)benzamide bis(2,2,2-trifluoroacetate)